C(C=C)(=O)OCCC[Si](O)(C)C acryloxypropyldimethylhydroxysilan